3-(4-((2-([1,1'-biphenyl]-4-yl)-9H-purin-6-yl)amino)-1-oxoisoindolin-2-yl)piperidine-2,6-dione C1(=CC=C(C=C1)C1=NC(=C2N=CNC2=N1)NC1=C2CN(C(C2=CC=C1)=O)C1C(NC(CC1)=O)=O)C1=CC=CC=C1